S(C)(=O)(=O)O.C(CCC)P(C12CC3CC(CC(C1)C3)C2)C23CC1CC(CC(C2)C1)C3 n-butylbis(1-adamantyl)phosphine mesylate